tetracyanopalladium platinum [Pt].C(#N)[Pd](C#N)(C#N)C#N